C(C=C)(=O)[O-].C(O)[P+](CO)(CO)CO tetra-methylolphosphorus acrylate